8-azaspiro[4.5]decan-3-one hydrochloride Cl.C1CC(CC12CCNCC2)=O